4-(2-(1H-indol-3-yl)ethyl)-N6-(2-(pyrrolidin-1-yl)ethyl)-1,3,5-triazine-2,4,6-triamine N1C=C(C2=CC=CC=C12)CCC1(NC(=NC(=N1)NCCN1CCCC1)N)N